FC=1C(=NC(=NC1)NC1=C(C=C(C(=C1)F)C(=O)N1CCOCC1)OC)OCC1CCC(CC1)NC(C)=O N-((1R,4R)-4-(((5-fluoro-2-((5-fluoro-2-methoxy-4-(morpholine-4-carbonyl)phenyl)amino)pyrimidin-4-yl)oxy)methyl)cyclohexyl)acetamide